N-methyl-N-octyl-N-octadecyl-hydroxyethyl-ammonium bromide salt [Br-].C[N+](CCCCCCCCCCCCCCCCCC)(CCCCCCCC)CCO